6-chloro-N-ethoxy-4-((2-methoxy-3-(5-methylpyrimidin-2-yl)phenyl)amino)nicotinamide ClC1=NC=C(C(=O)NOCC)C(=C1)NC1=C(C(=CC=C1)C1=NC=C(C=N1)C)OC